2-[1-(4-cyclopropylphenyl)-1H-pyrazol-4-yl]-N-(piperidin-4-yl)-N-(propan-2-yl)-1,3-thiazole-4-carboxamide C1(CC1)C1=CC=C(C=C1)N1N=CC(=C1)C=1SC=C(N1)C(=O)N(C(C)C)C1CCNCC1